ClC=1C=NC2=C(C(=NC=C2C1N1[C@@H]2CCN([C@@H]2C1)C(=O)OC(C)(C)C)C1=CC=CC2=CC=C(C(=C12)Cl)F)F tert-butyl (1R,5R)-6-(3-chloro-7-(8-chloro-7-fluoronaphthalen-1-yl)-8-fluoro-1,6-naphthyridin-4-yl)-2,6-diazabicyclo[3.2.0]heptane-2-carboxylate